phenyl (4-(morpholinomethyl)-3-(trifluoromethyl)phenyl)carbamate O1CCN(CC1)CC1=C(C=C(C=C1)NC(OC1=CC=CC=C1)=O)C(F)(F)F